BrC(CCOCC(CSCC(=O)OCC)(C)C)C=1C=C(C=CC1)CCC(=O)OCC ethyl 3-(3-(1-bromo-3-(3-((2-ethoxy-2-oxoethyl)thio)-2,2-dimethylpropoxy)propyl)phenyl)propanoate